C(#N)N1[C@H]2[C@@H](C[C@@H]1CC2)NC(C2=CC(=C(C=C2)C=2C=NN(C2)C)OC)=O N-((1R,2R,4S)-7-cyano-7-azabicyclo[2.2.1]heptan-2-yl)-3-methoxy-4-(1-methyl-1H-pyrazol-4-yl)benzamide